C(C)(C)(C)OC(=O)N1CC2(C=3C1=NC=C(C3Cl)Br)CC(CC2)NC(C)=O.BrC2=C(C(=C3C(=C(C1=C4C(=C(C(=C(C4=CC=C1C3=C2[2H])[2H])[2H])[2H])[2H])[2H])[2H])[2H])[2H] 9-bromochrysene-d9 tert-Butyl-3-acetamido-5'-bromo-4'-chlorospiro[cyclopentane-1,3'-pyrrolo[2,3-b]pyridine]-1'(2'H)-carboxylate